CN1C(N(CCC1)[C@H]1CN(CCC1)C(=O)OC1=CC=C(C=C1)[N+](=O)[O-])=O 4-nitrophenyl (R)-3-(3-methyl-2-oxotetrahydropyrimidin-1(2H)-yl)piperidine-1-carboxylate